FC1=C(C=CC(=C1)C(F)(F)F)CN[C@H](C)C1=NC=CC=N1 (1R)-N-[[2-fluoro-4-(trifluoromethyl)phenyl]methyl]-1-pyrimidin-2-yl-ethanamine